COC(=O)C=1NC2=CC=CC=C2C1O methyl-3-hydroxy-1H-indole-2-carboxylate